OCC#CC1=CC(=NC(=C1)C([2H])([2H])[2H])C(=O)OC methyl 4-(3-hydroxyprop-1-yn-1-yl)-6-(methyl-d3)picolinate